ClC1=C(CNC(=O)[C@]2(C=3C=CC=NC3[C@@H](CC2)O)F)C(=CC(=C1)Cl)F (5S,8R)-N-(2,4-dichloro-6-fluorobenzyl)-5-fluoro-8-hydroxy-5,6,7,8-tetrahydroquinoline-5-carboxamide